(5-bromo-2,3-dihydro-1H-inden-2-yl)(4-(6-methoxynicotinoyl)piperazin-1-yl)methanone BrC=1C=C2CC(CC2=CC1)C(=O)N1CCN(CC1)C(C1=CN=C(C=C1)OC)=O